COC=1C=C(C=CC1OC)C=1NC2=CC=C(C=C2C1CC(F)(F)F)C1CCN(CC1)CC(=O)N1CCC(CC1)C(=O)N 1-(2-(4-(2-(3,4-dimethoxyphenyl)-3-(2,2,2-trifluoroethyl)-1H-indol-5-yl)piperidin-1-yl)acetyl)piperidine-4-carboxamide